2-((diphenoxyphosphoryl)amino)terephthalic acid O(C1=CC=CC=C1)P(=O)(OC1=CC=CC=C1)NC1=C(C(=O)O)C=CC(=C1)C(=O)O